(R)-2-(6-amino-5-ethynylpyridin-3-yl)-5-(3-hydroxy-2,6-dimethylphenyl)-1H-pyrrolo[2,3-b]pyridine-4-carbonitrile NC1=C(C=C(C=N1)C1=CC2=C(N=CC(=C2C#N)C2=C(C(=CC=C2C)O)C)N1)C#C